C1(CC1)C=1C(=NON1)C(=O)N[C@H](C=1N=C2N(N=CC(=C2)C[C@H]2C(NC[C@@H]2C(F)(F)F)=O)C1)C1CCC(CC1)(F)F |o1:21,25| 4-Cyclopropyl-N-[(S)-(4,4-difluorocyclohexyl)-[7-[[(3R*,4R*)-2-oxo-4-(trifluoromethyl)pyrrolidin-3-yl]methyl]imidazo[1,2-b]pyridazin-2-yl]methyl]-1,2,5-oxadiazole-3-carboxamide